((1r,4r)-4-methoxycyclohexyl)pyridine-3,4-diamine COC1CCC(CC1)C1=NC=CC(=C1N)N